1-((1S,4S)-4-((2-ethylbutyl)amino)cyclohexyl)-6-isopropyl-5-(8-methoxy-[1,2,4]triazolo[1,5-a]pyridin-6-yl)-1,3-dihydro-2H-benzo[d]imidazol-2-one C(C)C(CNC1CCC(CC1)N1C(NC2=C1C=C(C(=C2)C=2C=C(C=1N(C2)N=CN1)OC)C(C)C)=O)CC